CC1=CC=CC(=N1)C1=NNC=C1C=1N=C2C=C(C=NC2=CC1)N1CC(NCC1)CO [4-[6-[3-(6-methyl-2-pyridyl)-1H-pyrazol-4-yl]-1,5-naphthyridin-3-yl]piperazin-2-yl]methanol